COC(=O)C=1SC2=C(C1C=1C(=CC3=C(CCC(O3)C)C1F)F)C=CC(=C2)F 3-(5,7-difluoro-2-methyl-3,4-dihydro-2H-1-benzopyran-6-yl)-6-fluoro-1-benzothiophene-2-carboxylic acid methyl ester